COCC(C)N1[C@H](N=CC2=C1C=CC(=C2)C=2C=C(C(N(C2)C)=O)C)CC2CCOCC2 (R)-5-(1-(1-methoxypropan-2-yl)-2-((tetrahydro-2H-pyran-4-yl)methyl)-1H-benzo[d]pyrimidin-6-yl)-1,3-dimethylpyridin-2(1H)-one